C1(=CC=CC=2SC3=C(C21)C=CC=C3)C3=C(C=CC=C3)C3=NN=NC(=C3C3=C(C(=CC=2C1=CC=CC=C1CC32)C)C)C3=CC=CC=C3 (dibenzothiophenyl)(dimethylfluorenyl)(diphenyltriazine)